3-(difluoromethyl)-1-((1S,4r)-4-(((3S)-3-((3-(1-(2,6-dioxopiperidine-3-yl)-3-methyl-1H-indazol-4-yl)prop-2-yn-1-yl)oxy)pyrrolidin-1-yl)methyl)cyclohexyl)-1H-pyrazole FC(C1=NN(C=C1)C1CCC(CC1)CN1C[C@H](CC1)OCC#CC1=C2C(=NN(C2=CC=C1)C1C(NC(CC1)=O)=O)C)F